tert-butyl (S)-(1-(3-methyl-5-(6-(1-methylpiperidin-4-yl)pyridin-3-yl)thiophene-2-carbonyl)pyrrolidin-3-yl)carbamate CC1=C(SC(=C1)C=1C=NC(=CC1)C1CCN(CC1)C)C(=O)N1C[C@H](CC1)NC(OC(C)(C)C)=O